1-(Biphenyl-4-yl)-2-methyl-2-morpholinopropan-1-one C1(=CC=C(C=C1)C(C(C)(N1CCOCC1)C)=O)C1=CC=CC=C1